tert-Butyl 2-((((9H-fluoren-9-yl)methoxy) carbonyl)(methyl)amino)-3-(3-(trifluoromethyl)phenyl)propanoate C1=CC=CC=2C3=CC=CC=C3C(C12)COC(=O)N(C(C(=O)OC(C)(C)C)CC1=CC(=CC=C1)C(F)(F)F)C